1-1-ethyl-3-nitro-1H-pyrazole-5-carboxylic acid methyl ester COC(=O)C1=CC(=NN1CC)[N+](=O)[O-]